C1(CCC1)CNCC=1NC2=CC(=CC=C2C1)CN1C(C2=CN=CC(=C2C=C1)OCCCOC)=O 2-[[2-[(cyclobutylmethylamino)methyl]-1H-indol-6-yl]methyl]-5-(3-methoxypropoxy)-2,7-naphthyridin-1-one